2-(2-(3-methyltetrahydrofuran-3-yl)phenyl)-2-(3-(5-(5,6,7,8-tetrahydro-1,8-naphthyridin-2-yl)pentyloxy)azetidin-1-yl)acetic acid CC1(COCC1)C1=C(C=CC=C1)C(C(=O)O)N1CC(C1)OCCCCCC1=NC=2NCCCC2C=C1